N[C@]1([C@@H](CC[C@H](C1)CCB(O)O)CNC([C@H](CC1=CC=C(C=C1)O)NC(=O)OC(C)(C)C)=O)C(=O)O (1R,2S,5R)-1-Amino-5-(2-boronoethyl)-2-(((S)-2-((tert-butoxycarbonyl)amino)-3-(4-hydroxyphenyl)propanamido)methyl)cyclohexane-1-carboxylic acid